1-(6-(4-(Methylsulfonyl)piperidine-1-carbonyl)thieno[3,2-b]pyridin-7-yl)-4-phenylpiperidine-4-carbonitrile CS(=O)(=O)C1CCN(CC1)C(=O)C=1C(=C2C(=NC1)C=CS2)N2CCC(CC2)(C#N)C2=CC=CC=C2